BrC=1C(=NC=CC1)C bromo-picoline